BrC=1C=C2C(=CN(C2=CC1)C)F 5-bromo-3-fluoro-1-methyl-1H-indole